nonyl arachidate C(CCCCCCCCCCCCCCCCCCC)(=O)OCCCCCCCCC